pyrenediol C=1(C(=CC2=CC=C3C=CC=C4C=CC1C2=C34)O)O